N,N'-Di(benzyloxycarbonyl)-L-lysine p-nitrophenyl ester [N+](=O)([O-])C1=CC=C(C=C1)OC([C@@H](NC(=O)OCC1=CC=CC=C1)CCCCNC(=O)OCC1=CC=CC=C1)=O